C(C)(C)(C)OC(=O)NCCCN(C(OCC1=CC=CC=C1)=O)CCNC1=C(C(=CC=C1)Cl)F benzyl N-[3-(tert-butoxycarbonylamino)propyl]-N-[2-(3-chloro-2-fluoro-anilino)ethyl]carbamate